C([C@@H](CCCCCC)O)O |r| (R) and (S)-1,2-octanediol